2-butyl-1-methyl-1H-imidazolo[4,5-d]thiophene C(CCC)C1=NC2=C(C=CS2)N1C